1-(p-Tolyl)-pyrazol-4-ol C1(=CC=C(C=C1)N1N=CC(=C1)O)C